(2r,3s,4r,5r)-5-(4-benzamido-2-oxopyrimidin-1(2H)-yl)-2-((benzoyloxy) methyl)-3-methyltetrahydrofuran-3,4-diyldiacetate C(C1=CC=CC=C1)(=O)NC1=NC(N(C=C1)[C@H]1[C@@H]([C@@]([C@@H](O1)COC(C1=CC=CC=C1)=O)(CC(=O)[O-])C)CC(=O)[O-])=O